BrC=1C=C(C=NC1)C(=O)N1C2=C(OCC1)C=CC=C2 (5-bromopyridin-3-yl)(2,3-dihydro-4H-benzo[b][1,4]-oxazin-4-yl)methanone